1,4-diamino-9,10-dihydroanthracene NC1=CC=C(C=2CC3=CC=CC=C3CC12)N